N1=C(C=CC=2CCCNC12)CCCCCCC[C@@H](C(=O)OC)NC(=O)N1[C@@H](CN(C[C@@H]1C)C)C methyl (S)-9-(5,6,7,8-tetrahydro-1,8-naphthyridin-2-yl)-2-((2R,6S)-2,4,6-trimethylpiperazine-1-carboxamido)nonanoate